((2R,3R,4S,5R)-5-(7-((E)-3-(1H-tetrazol-5-yl)allyl)-2-amino-8-oxo-7,8-dihydro-9H-purin-9-yl)-4-acetoxy-3-fluorotetrahydrofuran-2-yl)methyl acetate C(C)(=O)OC[C@H]1O[C@H]([C@@H]([C@@H]1F)OC(C)=O)N1C2=NC(=NC=C2N(C1=O)C\C=C\C1=NN=NN1)N